tetraeicosapentaenoic acid C(C=CC=CC=CC=CC=CCCCCCCCCCCCCC)(=O)O